NC1=NC=C(C2=C1C=NN2)NC(C(N2[C@@H](CCCC2)C2=CC(=CC=C2)N(CC)CC)=O)=O |r| (4-amino-1H-pyrazolo[4,3-c]pyridin-7-yl)-2-oxo-2-[rac-(2S)-2-[3-(diethylamino)phenyl]-1-piperidyl]acetamide